C(C1CO1)N(C=1C(=CC(=CC1)CC=1C=C(C(N(CC2CO2)CC2CO2)=CC1)C)C)CC1CO1 N,N,N',N'-tetraglycidyl-4,4'-methylenedio-toluidine